piperidine-3-ol N1CC(CCC1)O